ClC=1C=C(C=CC1)CC1(CN(C1)C=1C=2N(C=CC1)N=C(N2)NC=2C=NN(C2)CC(=O)N2CCN(CC2)C)CC#N 2-[3-[(3-chlorophenyl)methyl]-1-[2-[[1-[2-(4-methylpiperazin-1-yl)-2-oxo-ethyl]pyrazol-4-yl]amino]-[1,2,4]triazolo[1,5-a]pyridin-8-yl]azetidin-3-yl]acetonitrile